BrC1=CC=C(C=C1)N1N=C(C(=C1)C=1OC=CC1)C=O 1-(4-bromophenyl)-4-(furan-2-yl)-1H-pyrazole-3-carbaldehyde